C(C)(C)(C)OC(=O)NC=1C(=NC=CC1)/C=C/C(=O)OCC ethyl (E)-3-(3-((tert-butoxycarbonyl)amino)pyridin-2-yl)acrylate